FC([C@H](O)C1=C(C=C(C=C1)C)N1N=C(C=C1)C)(F)F (R)-2,2,2-trifluoro-1-(4-methyl-2-(3-methyl-1H-pyrazol-1-yl)phenyl)ethanol